BrC=1C=CC2=C(N=C(O2)C(C)(C)C)C1 5-Bromo-2-(tert-butyl)benzo[d]oxazole